tert-Butyl 4-(7-methyl-[1,2,4]triazolo[1,5-a]pyridin-6-yl)-3,6-dihydropyridine-1(2H)-carboxylate CC1=CC=2N(C=C1C=1CCN(CC1)C(=O)OC(C)(C)C)N=CN2